1-(3-{[(3-isopropyl-7-methoxy-1H-indol-4-yl)methyl]amino}pyrido[2,3-b]pyrazin-6-yl)piperidin-4-ol C(C)(C)C1=CNC2=C(C=CC(=C12)CNC1=CN=C2C(=N1)N=C(C=C2)N2CCC(CC2)O)OC